C(C)OC(C)OC1=CC=C(C=CC2=CC(=CC(=C2)OC)OC)C=C1 1-(4-(1-ethoxyethoxy)styryl)-3,5-dimethoxy-benzene